CS(=O)(=O)O[C@@H](CN1C(C(=CC=C1)C(=O)OCC)=O)C ethyl (R)-1-(2-((methylsulfonyl) oxy) propyl)-2-oxo-1,2-dihydropyridine-3-carboxylate